C(CCCCCC)OC(=O)CCCC(CCCCCN)NCCCC(=O)OCCCCCCC 1,N1-bis((heptyloxycarbonyl)propyl)hexan-1,6-diamine